2-Amino-N-(1-{8-chloro-5-[(3R,5S)-3,5-dihydroxypiperidin-1-yl]imidazo[1,5-a]pyridin-6-yl}ethyl)pyrazolo[1,5-a]pyrimidine-3-carboxamide NC1=NN2C(N=CC=C2)=C1C(=O)NC(C)C=1C=C(C=2N(C1N1C[C@@H](C[C@@H](C1)O)O)C=NC2)Cl